(3R,4S,5S,6R)-6-(hydroxy-methyl)oxane-2,3,4,5-tetrol OC[C@@H]1[C@H]([C@@H]([C@H](C(O1)O)O)O)O